4-(5-[(1-methyl-1H-pyrazol-4-yl)ethynyl]thiophen-2-ylmethyl)-2,4-dihydro-3H-1,2,4-triazol-3-one hydrochloride Cl.CN1N=CC(=C1)C#CC1=CC=C(S1)CN1C(NN=C1)=O